(Z)-3-(2-methyl-4-(trifluoromethyl)benzylidene)-6-nitroisobenzofuran-1(3H)-one CC1=C(\C=C\2/OC(C3=CC(=CC=C23)[N+](=O)[O-])=O)C=CC(=C1)C(F)(F)F